C(C)N1C(=NC2=C(C1=O)C=NN2C2COC2)N2CC1(CN(C1)C1=NC(=NC(=C1)C(F)(F)F)C)CC2 5-ethyl-6-(2-(2-methyl-6-(trifluoromethyl)pyrimidin-4-yl)-2,6-diazaspiro[3.4]octan-6-yl)-1-(oxetan-3-yl)-1,5-dihydro-4H-pyrazolo[3,4-d]pyrimidin-4-one